FC1([C@@H](O[C@@H]([C@H]1O)CO)N1C(N=C(C=C1)NC(=O)C1=NC=C(C=C1)C)=O)F N-(1-((2R,4R,5R)-3,3-difluoro-4-hydroxy-5-(hydroxymethyl)tetrahydrofuran-2-yl)-2-oxo-1,2-dihydropyrimidin-4-yl)-5-methylpyridinecarboxamide